3-(4-(3-(4-(4-aminophenyl)piperazin-1-yl)azetidin-1-yl)-1-oxoisoindolin-2-yl)piperidine-2,6-dione NC1=CC=C(C=C1)N1CCN(CC1)C1CN(C1)C1=C2CN(C(C2=CC=C1)=O)C1C(NC(CC1)=O)=O